(E)-4-(dimethylamino)-N-[1-[2-[(1-ethylpyrazol-3-yl)amino]-5-methyl-pyrimidin-4-yl]-3-methyl-pyrrolo[2,3-b]pyridin-5-yl]but-2-enamide CN(C/C=C/C(=O)NC=1C=C2C(=NC1)N(C=C2C)C2=NC(=NC=C2C)NC2=NN(C=C2)CC)C